C(C)(C)(C)OC(NN1CCCCC1)=O.FC(OC=1C=C(C=CC1)I)(F)F 3-(trifluoromethoxy)iodobenzene t-butyl-N-piperidinylcarbamate